2-methoxy-N-methyl-ethylenediamine COC(CNC)N